C(CCC)OC=C(C)C1=CC=C(C=C1)C(=COC(COC)C)C 1-(1-butoxyprop-1-en-2-yl)-4-(1-((1-methoxypropan-2-yl)oxy)prop-1-en-2-yl)benzene